Azaindoline C1C2=CC=CC=C2NN1